tert-butyl(1-((4-((4-fluorobenzyl)oxy)benzyl)amino)-1-oxobuta-2-yl)carbamate C(C)(C)(C)OC(NC(C(=O)NCC1=CC=C(C=C1)OCC1=CC=C(C=C1)F)CC)=O